1,2-dimethyl 4-bromo-5-fluorophthalate BrC=1C=C(C(C(=O)OC)=CC1F)C(=O)OC